BrC1=CC=C2/C(/C(NC2=C1)=O)=C(\C1=CC=CC=C1)/NC1=CC=C(C=C1)N(C(C)=O)CCN(C)C (Z)-N-(4-(((6-bromo-2-oxoindolin-3-ylidene)(phenyl)methyl)amino)phenyl)-N-(2-(dimethylamino)ethyl)acetamide